C(C)(C)(C)OC(=O)N1CCC(CC1)(C)C(C1=C(C=NC=C1)Cl)=O 4-(3-chloroisonicotinoyl)-4-methylpiperidine-1-carboxylic acid tert-butyl ester